C1(CC1)C1=CC(=NN1)NC1=NC(=NC=C1)N(C)C1CC2(CN(C2)CCOCCOC)C1 N4-(5-Cyclopropyl-1H-pyrazol-3-yl)-N2-(2-(2-(2-methoxyethoxy)ethyl)-2-azaspiro[3.3]heptan-6-yl)-N2-methylpyrimidine-2,4-diamine